3-chloro-5-fluorobenzene-1,2-diamine ClC1=C(C(=CC(=C1)F)N)N